C1=CC=CC=2C3=CC=CC=C3C(C12)=C1C(C=CC=C1)NC1=CC=CC=C1 (9H-fluorene-9,9-diyl)diphenylamine